N-(3-(5-methylbenzo[d]oxazol-2-yl)phenyl)-2-(3-bromophenyl)acetamide CC=1C=CC2=C(N=C(O2)C=2C=C(C=CC2)NC(CC2=CC(=CC=C2)Br)=O)C1